C(C)(C)C1=CC(=CC2=C1N(C(N2C)=O)C)C=2C=CC=C1C=C(N=CC21)C=2C=C(C(=NC2)C(=O)OC(C)(C)C)OCCOC tert-butyl 5-(8-(7-isopropyl-1,3-dimethyl-2-oxo-2,3-dihydro-1H-benzo[d]imidazol-5-yl)isoquinolin-3-yl)-3-(2-methoxyethoxy)picolinate